BrC1=C(C=CC(=C1)SN=C=O)C 2-bromo-4-isocyanatothio-1-methylbenzene